The molecule is a ruthenium coordination entity consisting of ruthenium(II) chloride bound to three 4,4'-diphenyl-2,2'-bipyridine units. It has a role as a fluorochrome. It is a ruthenium coordination entity and an organic chloride salt. It contains a tris(4,4'-diphenyl-2,2'-bipyridine)ruthenium(II). C1=CC=C(C=C1)C2=CC(=NC=C2)C3=NC=CC(=C3)C4=CC=CC=C4.C1=CC=C(C=C1)C2=CC(=NC=C2)C3=NC=CC(=C3)C4=CC=CC=C4.C1=CC=C(C=C1)C2=CC(=NC=C2)C3=NC=CC(=C3)C4=CC=CC=C4.[Cl-].[Cl-].[Ru+2]